2-(5-(2-((4-(trifluoromethyl)phenyl)amino)phenyl)-1,3,4-oxadiazol-2-yl)acetic acid FC(C1=CC=C(C=C1)NC1=C(C=CC=C1)C1=NN=C(O1)CC(=O)O)(F)F